vinyl-(vinyl-trimethoxysilane) C(=C)CO[Si](OC)(OC)C=C